4-(1-amino-2-methyl-propyl)-hepta-1,6-dien-4-ol NC(C(C)C)C(CC=C)(CC=C)O